C1(CC1)COC=1C=C(CCC=2C=C(C(=O)NO)C=CC2)C=CC1OC(F)F 3-(3-(cyclopropylmethoxy)-4-(difluoromethoxy)phenethyl)-N-hydroxybenzoamide